[Br-].C(N)(=O)C[N+]1=CN(C2=C1C=CC(=C2)OC)CC 3-(carbamoylmethyl)-1-ethyl-6-methoxy-1H-1,3-benzodiazol-3-ium Bromide